8-(2,3-dihydrobenzo[b][1,4]dioxin-6-yl)-5-fluoro-9-(1H-indazol-6-yl)-2,7,8,9-tetrahydro-3H-pyrido[4,3,2-DE]phthalazin-3-one O1C2=C(OCC1)C=C(C=C2)C2C(C1=NNC(C=3C=C(C=C(C13)N2)F)=O)C2=CC=C1C=NNC1=C2